tert-butyl 4-(3-cyanophenyl)-3,6-dihydro-2H-pyridine-1-carboxylate C(#N)C=1C=C(C=CC1)C=1CCN(CC1)C(=O)OC(C)(C)C